N-(but-3-en-1-yl)-2-phenylacetamide C(CC=C)NC(CC1=CC=CC=C1)=O